tert-butyl methyl ketone nitrogen [N].CC(=O)C(C)(C)C